CCCCC(CCCC)C1=CC=[N+](C=C1)[O-] N,N-(4-Methyl-1,3-phenylene)bismaleimide